4-methylbenzenesulfonic acid 23-hydroxy-3,6,9,12,15,18,21-heptaoxatricosyl ester OCCOCCOCCOCCOCCOCCOCCOCCOS(=O)(=O)C1=CC=C(C=C1)C